(S)-6-methyl-5-((1-methyl-6-(pyrimidin-5-ylamino)-1H-pyrazolo[3,4-d]pyrimidin-3-yl)amino)-N-(2-(2-methylpyrrolidin-1-yl)ethyl)nicotinamide CC1=NC=C(C(=O)NCCN2[C@H](CCC2)C)C=C1NC1=NN(C2=NC(=NC=C21)NC=2C=NC=NC2)C